OC1CN(C1)C(=O)NCCOC1OCCCC1 3-hydroxy-N-{2-[(oxan-2-yl)oxy]ethyl}azetidine-1-carboxamide